4-(1-piperidinyl)-2-hexylamine N1(CCCCC1)C(CC(C)N)CC